ClC1=CC(=NC=C1)C(=O)Cl 4-chloro-2-picolinic acid chloride